CC1(C(N(CCC1)CC1=CC=C(C=C1)C1=NOC(=N1)C(F)(F)F)=O)C 3,3-dimethyl-1-({4-[5-(trifluoromethyl)-1,2,4-oxadiazol-3-yl]phenyl}methyl)piperidin-2-one